(2,2-difluoro-1,3-benzodioxolan-4-yl)-1H-pyrrole-3-carbonitrile FC1(OC2=C(O1)C=CC=C2N2C=C(C=C2)C#N)F